FC=1C=C2CC3=C(N=C(NC3=S)C3=CNC4=CC=CC=C34)OC2=C(C1)F 7,9-difluoro-2-(1H-indol-3-yl)-3,5-dihydro-4H-chromeno[2,3-d]pyrimidine-4-thione